C(C)OC(=O)C1=CC=C2C(=N1)C(=NN2)C2=CC=NN2C2OCCCC2 3-(1-(tetrahydro-2H-pyran-2-yl)-1H-pyrazol-5-yl)-1H-pyrazolo[4,3-b]pyridine-5-carboxylic acid ethyl ester